2',5-dichloro-N-(2-chloropyrazolo[1,5-a]pyrimidin-6-yl)-2,4'-difluoro-[1,1'-biphenyl]-4-carboxamide ClC1=C(C=CC(=C1)F)C1=C(C=C(C(=C1)Cl)C(=O)NC=1C=NC=2N(C1)N=C(C2)Cl)F